COC1=NC2=CC=CN=C2C=C1 2-methoxy-1,5-naphthyridine